(2S)-2-(Benzyloxycarbonylamino)-3,3-dicyclohexylpropionic acid C(C1=CC=CC=C1)OC(=O)N[C@H](C(=O)O)C(C1CCCCC1)C1CCCCC1